N-((4-(5-(1,1-difluoroethyl)-1,2,4-oxadiazol-3-yl)bicyclo[2.2.2]octan-1-yl)methyl)-3-fluoro-N-(3-(N-methylsulfamoyl)phenyl)bicyclo[1.1.1]pentane-1-carboxamide FC(C)(F)C1=NC(=NO1)C12CCC(CC1)(CC2)CN(C(=O)C21CC(C2)(C1)F)C1=CC(=CC=C1)S(NC)(=O)=O